NC1=C2C(=NC=N1)N(N=C2C2=CC=C(C=C2)OC2=CC=CC=C2)C2C(CN(CC2)CC=2C=C1C(N(C(C1=CC2F)=O)C2C(NC(CC2)=O)=O)=O)F 5-((4-(4-amino-3-(4-phenoxyphenyl)-1H-pyrazolo[3,4-d]pyrimidin-1-yl)-3-fluoropiperidin-1-yl)methyl)-2-(2,6-dioxopiperidin-3-yl)-6-fluoroisoindoline-1,3-dione